N1(C=NC=C1)C(C)=NC1=NC=C(C=C1F)Cl N-(1-(1H-Imidazol-1-yl)ethylidene)-5-chloro-3-fluoropyridin-2-amine